2-(2-nitrophenyl)-1-ethanol [N+](=O)([O-])C1=C(C=CC=C1)CCO